2-ETHYLANILINE C(C)C1=C(N)C=CC=C1